4-(N,N-di(p-tolyl)amino)styrene C1(=CC=C(C=C1)N(C1=CC=C(C=C1)C)C1=CC=C(C=C)C=C1)C